C1(CC1)CNC(C1=CN=C(C=C1)NC1=NC=CC(=C1)OC1=C(N=C(S1)CC)C1=NC(=CC=C1)C)=O N-(cyclopropylmethyl)-6-((4-((2-ethyl-4-(6-methylpyridin-2-yl)thiazol-5-yl)oxy)pyridin-2-yl)amino)nicotinamide